1-[(3S)-3-{imidazo[1,2-A]pyridin-7-yl}-1,2-oxazolidin-2-yl]-2,2-dimethylpropan-1-one N=1C=CN2C1C=C(C=C2)[C@H]2N(OCC2)C(C(C)(C)C)=O